phenyl(spiro[1,3-dioxolane-2,9'-3-oxabicyclo[3.3.1]nonane]-7'-yl)methanone C1(=CC=CC=C1)C(=O)C1CC2COCC(C1)C21OCCO1